FC1(CCC(CC1)NC1=NC=C(C(=N1)N[C@H]1[C@H](CCC1)CO)C(=O)N)F 2-(4,4-difluorocyclohexylamino)-4-((1R,2S)-2-(hydroxymethyl)cyclopentylamino)pyrimidine-5-carboxamide